1,1-dimethoxy-(2E,6Z)-2,6-nonadiene COC(\C=C\CC\C=C/CC)OC